CC(CC[C@H](C=1N=NNN1)NC1=NC=NC2=CC=C(C=C12)F)(C)C [(R)-4,4-dimethyl-1-(2H-tetraazol-5-yl)pentyl](6-fluoro-4-quinazolinyl)amine